C(C1=CC=CC=C1)NC(N([C@@H]1CC[C@H](CC1)NC1=NC=C(C(=N1)OC1COC1)C(F)(F)F)C1=NC=C(N=C1)C=1C=NC(=NC1)OC)=O 3-benzyl-1-(5-(2-methoxypyrimidin-5-yl)pyrazin-2-yl)-1-(trans-4-((4-(oxetan-3-yloxy)-5-(trifluoromethyl)pyrimidin-2-yl)amino)cyclohexyl)urea